C(C1=CC=CC=C1)O[C@@](CC=C)(C(F)(F)F)C1=NN=C(O1)C1=NC(=C(C=C1NC(OC(C)(C)C)=O)C(F)(F)F)C(CCCC=C)=O tert-butyl N-[2-[5-[(1R)-1-benzyloxy-1-(trifluoromethyl)but-3-enyl]-1,3,4-oxadiazol-2-yl]-6-hex-5-enoyl-5-(trifluoromethyl)-3-pyridyl]carbamate